4,4'-dimethoxy diphenyl disulfide COC1=CC=C(C=C1)SSC2=CC=C(C=C2)OC